C1(=CC=CC=C1)[C@H]1CC[C@H](CC1)OC[C@H]1[C@]2(CCOC(N2)=O)CCCN1CC(F)(F)F |o1:14,15| rel-(6R,7R)-7-({[(CIS)-4-phenylcyclohexyl]oxy}methyl)-8-(2,2,2-trifluoroethyl)-3-oxa-1,8-diazaspiro[5.5]undecan-2-one